O1N=C(CC1)OCCC1CCN(CC1)CCCN1C(CCC2=CC=CC=C12)=O 1-[3-[4-[2-(4,5-dihydroisoxazol-3-yloxy)ethyl]-1-piperidyl]propyl]-3,4-dihydroquinolin-2-one